1-[1-[difluoro(1,2,2,2-tetrafluoroethoxy)methyl]-1,2,2,2-tetrafluoroethoxy]-1,1,2,2,3,3,3-heptafluoropropane FC(C(C(F)(F)F)(OC(C(C(F)(F)F)(F)F)(F)F)F)(OC(C(F)(F)F)F)F